ClC1=CC(=C(COC2=CC=CC(=N2)C2CCN(CC2)CC2=NC3=C(N2C(C)C2=NNC(=N2)C)C=C(C=C3)C(=O)O)C=C1)F 2-[(4-{6-[(4-chloro-2-fluorobenzyl)oxy]pyridin-2-yl}piperidin-1-yl)methyl]-1-[1-(5-methyl-1H-1,2,4-triazol-3-yl)ethyl]-1H-benzimidazole-6-carboxylic acid